7'-(6-cyclohexylpyridin-3-yl)-2'-(hydroxymethyl)spiro[cyclopropane-1,5'-pyrrolo[2,3-d]pyrimidin]-6'(7'H)-one C1(CCCCC1)C1=CC=C(C=N1)N1C(C2(C3=C1N=C(N=C3)CO)CC2)=O